C(C)N1C(C2=NC(=CC=C2C1)NC1=C(C=C(C(=C1)C)I)C1OCCC1)=O 6-ethyl-2-{[4-iodo-5-methyl-2-(oxolan-2-yl)phenyl]amino}-5H-pyrrolo[3,4-b]pyridin-7-one